(5Z)-5-[(4-fluoro-3-hydroxyphenyl)methylidene]-3-[(oxan-4-yl)methyl]-1,3-oxazolidine-2,4-dione FC1=C(C=C(C=C1)\C=C/1\C(N(C(O1)=O)CC1CCOCC1)=O)O